2,4,6-tris-[4-(2-ethylhexyloxycarbonyl)anilino]-1,3,5-triazine C(C)C(COC(=O)C1=CC=C(NC2=NC(=NC(=N2)NC2=CC=C(C=C2)C(=O)OCC(CCCC)CC)NC2=CC=C(C=C2)C(=O)OCC(CCCC)CC)C=C1)CCCC